4'-hydroxyacetophenone oxime OC1=CC=C(C=C1)C(C)=NO